6,7,7-trimethylpyrrolo[3,4-b]pyridin-5-one CN1C(C2=NC=CC=C2C1=O)(C)C